(R)-3-ethylpiperazine-1-carboxylic acid tert-butyl ester C(C)(C)(C)OC(=O)N1C[C@H](NCC1)CC